(2S)-5,5-dimethyl-2-{[(1-methyl-2-oxo-1,2,3,4-tetrahydroquinolin-7-yl)methyl]amino}hexanoic acid CC(CC[C@@H](C(=O)O)NCC1=CC=C2CCC(N(C2=C1)C)=O)(C)C